CC[C@@]12[C@H](CC[C@H]1[C@@H]1CCC3=CC=CC[C@@H]3[C@H]1C(C2)=C)O 18-methyl-11-methyleneestra-2,4-diene-17beta-ol